COC(C1=C(C=C(C=C1)[N+](=O)[O-])I)=O 2-Iodo-4-nitrobenzoic acid methyl ester